(4-(2-Fluoro-4-nitrophenyl)morpholin-3-yl)methanol FC1=C(C=CC(=C1)[N+](=O)[O-])N1C(COCC1)CO